tris[N,N-bis(trimethylsilyl)amide] lanthanum(III) [La+3].C[Si]([N-][Si](C)(C)C)(C)C.C[Si]([N-][Si](C)(C)C)(C)C.C[Si]([N-][Si](C)(C)C)(C)C